CC(CO)CCCCCCCCC 2-methyl-undecan-1-ol